aminoethyl-quinolone TFA salt OC(=O)C(F)(F)F.NCCC=1C(NC2=CC=CC=C2C1)=O